3-benzyl-6-((1-methyl-1H-pyrazol-5-yl)methyl)-2,3,4,6-tetrahydropyrido[3,4-c][1,8]naphthyridin-5(1H)-one C(C1=CC=CC=C1)N1CC=2C(N(C=3N=CC=CC3C2CC1)CC1=CC=NN1C)=O